(4-(3-fluoro-5-(piperazin-1-yl)phenoxy)piperidin-1-yl)(3-(4-(2-hydroxypropan-2-yl)piperidin-1-yl)-4-(pyrrolidin-3-yloxy)phenyl)methanone FC=1C=C(OC2CCN(CC2)C(=O)C2=CC(=C(C=C2)OC2CNCC2)N2CCC(CC2)C(C)(C)O)C=C(C1)N1CCNCC1